(2S)-N-methyl-N-benzyl-1-phenylpropan-2-amine CN([C@H](CC1=CC=CC=C1)C)CC1=CC=CC=C1